2-(azetidin-3-yl)ethanesulfonamide N1CC(C1)CCS(=O)(=O)N